C(C)(C)(C)OC(=O)N1CCN(CC1)C1=CC=C2C(=N1)C(=CN2)[N+](=O)[O-].C(C)B(CC)CC triethyl-borane tert-butyl-4-(3-nitro-1H-pyrrolo[3,2-b]pyridin-5-yl)piperazine-1-carboxylate